tert-Butyl 4-(4-(3-(ethoxycarbonyl)-6-(4-(trifluoromethyl)phenyl)naphthalen-1-yl)phenyl)-3,6-dihydropyridine-1(2H)-carboxylate C(C)OC(=O)C=1C=C(C2=CC=C(C=C2C1)C1=CC=C(C=C1)C(F)(F)F)C1=CC=C(C=C1)C=1CCN(CC1)C(=O)OC(C)(C)C